1-((2R,5S)-4-(6-chloro-7-(1,6-dimethyl-1H-indazol-7-yl)-8-fluoro-2-(((2S,4S)-4-methoxy-1-methylpyrrolidin-2-yl)methoxy)quinazolin-4-yl)-2,5-dimethylpiperazin-1-yl)prop-2-en-1-one ClC=1C=C2C(=NC(=NC2=C(C1C=1C(=CC=C2C=NN(C12)C)C)F)OC[C@H]1N(C[C@H](C1)OC)C)N1C[C@H](N(C[C@@H]1C)C(C=C)=O)C